tert-butyl 1-(1-(5-(2,4-dioxotetrahydropyrimidin-1(2H)-yl)pyridin-2-yl)piperidine-4-carbonyl)piperidine-4-carboxylate O=C1N(CCC(N1)=O)C=1C=CC(=NC1)N1CCC(CC1)C(=O)N1CCC(CC1)C(=O)OC(C)(C)C